ClC1NN(C2=CC=C(C(=C12)Cl)C1=NC=C2N1C=CN=C2N2CCC1(CC2)[C@@H](C2=CC=CC=C2C1)N)C (S)-1'-(3-(3,4-dichloro-1-methyl-2H-indazol-5-yl)imidazo[1,5-a]pyrazin-8-yl)-1,3-dihydrospiro[indene-2,4'-piperidin]-1-amine